BrC1=CC(=C(C(=C1)F)[C@H]1N([C@@H](CC2=C3C(=CC=C12)N(N=C3)C3OCCCC3)C)CC(CO[Si](C3=CC=CC=C3)(C3=CC=CC=C3)C(C)(C)C)(F)F)F (6s,8r)-6-(4-bromo-2,6-difluorophenyl)-7-(3-((tert-butyldiphenylsilyl)oxy)-2,2-difluoropropyl)-8-methyl-3-(tetrahydro-2H-pyran-2-yl)-6,7,8,9-tetrahydro-3H-pyrazolo[4,3-f]isoquinoline